(2-(1-(6-bromopyrrolo[2,1-f][1,2,4]triazin-4-yl)-1,2,3,6-tetrahydropyridin-4-yl)pyrimidin-5-yl)-1-(3,4-difluorophenyl)ethan-1-ol BrC=1C=C2C(=NC=NN2C1)N1CCC(=CC1)C1=NC=C(C=N1)C(C)(O)C1=CC(=C(C=C1)F)F